C(C)(=O)OCC(C1=C(C=CC(=C1)F)OCOC)N1C=NC2=CC=C(C=C2C1=O)Br 2-(6-bromo-4-oxo-quinazolin-3-yl)-2-[5-fluoro-2-(methoxymethoxy)-phenyl]Ethyl acetate